C(C)(C)(C)OC(=O)NC(C)(C)C1CCC(CC1)OCC(=O)OCC Ethyl 2-(((1r,4r)-4-(2-((tert-butoxycarbonyl)amino)propan-2-yl)cyclohexyl)oxy)-acetate